3-(AMINOMETHYL)-5-CYCLOPROPOXYPICOLINALDEHYDE NCC=1C(=NC=C(C1)OC1CC1)C=O